3-ethynylpyrrolidin-3-yl-4-(3-(2-cyclopropoxypyridin-3-yl)pyrazolo[1,5-a]pyrimidin-5-yl)piperazine-1-carboxylate C(#C)C1(CNCC1)OC(=O)N1CCN(CC1)C1=NC=2N(C=C1)N=CC2C=2C(=NC=CC2)OC2CC2